C(=O)(O)CNCCN N'-carboxymethylethylenediamine